3-(8-oxooxocan-2-yl)propanoate O=C1CCCCCC(O1)CCC(=O)[O-]